BrC1=C(C=C2C=NN(C2=C1)S(=O)(=O)CC)OC1=C(C=C(C=C1)Cl)F 6-bromo-5-(4-chloro-2-fluorophenoxy)-1-(ethylsulfonyl)-1H-indazole